1,3,5-tris(2-methoxy-4-aminophenoxy)benzene methyl-4-({3-[4-bromo-1-(cyclopropylmethyl)-2-indolyl]-2-propynyl}-N-tert-butoxycarbonylamino)-2-fluoro-5-anisate COC(C1=C(C=C(C(=C1)OC)N(C(=O)OC(C)(C)C)CC#CC=1N(C2=CC=CC(=C2C1)Br)CC1CC1)F)=O.COC1=C(OC2=CC(=CC(=C2)OC2=C(C=C(C=C2)N)OC)OC2=C(C=C(C=C2)N)OC)C=CC(=C1)N